N1(CCCC1)CCOC1=CC=C(C=C1)C1(NN(C(=N1)N)C1=NC2=CC=CC=C2C=C1)N 3-(4-(2-(pyrrolidin-1-yl)ethoxy)phenyl)-1-(quinolin-2-yl)-1H-1,2,4-triazole-3,5-diamine